COC(=O)C1=CC(=NC(=C1)C)C=1C=NN(C1OCCC[C@H](CNC=1C=C(C=CC1[N+](=O)[O-])N1C(CN(CC1)C(=O)OC(C)(C)C)=O)C)C tert-butyl (R)-4-(3-((5-((4-(4-(methoxycarbonyl)-6-methylpyridin-2-yl)-1-methyl-1H-pyrazol-5-yl)oxy)-2-methylpentyl)amino)-4-nitrophenyl)-3-oxopiperazine-1-carboxylate